2-bromo-4-chloro-N-(2,4-dimethoxybenzyl)-6-fluorobenzamide BrC1=C(C(=O)NCC2=C(C=C(C=C2)OC)OC)C(=CC(=C1)Cl)F